N-((2-(6-(2-hydroxyethoxy)pyridin-2-yl)-1,6-naphthyridin-7-yl)methyl)-4-methyl-3-(methylsulfonyl)benzamide OCCOC1=CC=CC(=N1)C1=NC2=CC(=NC=C2C=C1)CNC(C1=CC(=C(C=C1)C)S(=O)(=O)C)=O